TRANS-CINNAMIC ACID C(\C=C\C1=CC=CC=C1)(=O)O